N-(4-(tert-butyl)phenyl)-2-((2-methoxyethyl)(methyl)amino)acetamide C(C)(C)(C)C1=CC=C(C=C1)NC(CN(C)CCOC)=O